N-phenyl-N'-[(1-phenylcyclopentyl)methyl]thiourea C1(=CC=CC=C1)NC(=S)NCC1(CCCC1)C1=CC=CC=C1